3-Methacryloxy-propyl-(trimethoxy)silan C(C(=C)C)(=O)OCCC[Si](OC)(OC)OC